O=S.[As].[Li] lithium arsenic (oxy) sulfide